C(CCC)N(CCC(=O)[O-])CCC(=O)[O-] 3,3'-(butylazanediyl)dipropionate